C(CCC)OC(=O)N1CC(C1)N1CCC2=CC=C(C=C12)OC Butyl-3-(6-methoxylindolin-1-yl)azetidine-1-carboxylate